FC1=C(C=C(C=C1)NC(C=C)=O)NC1=NC(=NC=C1C1=CC(=NC=C1)F)NC=1C=NN(C1)C N-(4-fluoro-3-((5-(2-fluoropyridin-4-yl)-2-((1-methyl-1H-pyrazol-4-yl)amino)pyrimidin-4-yl)amino)phenyl)acrylamide